2-methyl-4,5-dihydrooxazole CC=1OCCN1